N-(4-phenylpyridin-2-yl)-1H-indol-5-amine C1(=CC=CC=C1)C1=CC(=NC=C1)NC=1C=C2C=CNC2=CC1